IRON-BORON [B].[Fe]